C(#C)C1(OC(OC1)=O)C1=CC=C(C=C1)OC 4-ethynyl-4-(4-methoxyphenyl)-1,3-dioxa-2-cyclopentanone